(S)-4-(6-((7-bromo-1-hydroxy-2,3-dihydro-1H-inden-1-yl)methyl)-5-(hydroxymethyl)-2-(methylthio)pyrimidin-4-yl)-2-(cyanomethyl)piperazine-1-carboxylate BrC=1C=CC=C2CCC(C12)(O)CC1=C(C(=NC(=N1)SC)N1C[C@@H](N(CC1)C(=O)[O-])CC#N)CO